C(C)OC(=O)C=1N=NNC1OC1=CC=C(C=C1)Br 5-(4-bromophenoxy)-1H-1,2,3-triazole-4-carboxylic acid ethyl ester